C1(CC1)C1=C(CN2C(N([C@@H](C=3C2=NN(C3)C)C)C3CCN(CC3)C3=C(C=CC=C3F)C3CC3)=O)C=CC=C1 |o1:9| (R)- or (S)-7-(2-Cyclopropyl-benzyl)-5-[1-(2-cyclopropyl-6-fluoro-phenyl)-piperidin-4-yl]-2,4-dimethyl-2,4,5,7-tetrahydro-pyrazolo[3,4-d]pyrimidin-6-one